C(C)(C)(C)OC(=O)N1CCC(=CC1)C1=C(C=C2C(=NN(C2=C1)C)N1C(NC(CC1)=O)=O)F.C(=C)(C)C1=CC=C(C=C1)[SiH2]C1=CC=C(C=C1)C(=C)C di(4-isopropenylphenyl)silane tert-Butyl-4-(3-(2,4-dioxotetrahydropyrimidin-1(2H)-yl)-5-fluoro-1-methyl-1H-indazol-6-yl)-3,6-dihydropyridine-1(2H)-carboxylate